N-[2-(DIMETHYLAMINO)ETHYL]-N-(6-METHOXY-1-METHYLINDAZOL-7-YL)-1-[2-(TRIFLUOROMETHYL)PYRIDIN-4-YL]PYRAZOLE-4-SULFONAMIDE CN(CCN(S(=O)(=O)C=1C=NN(C1)C1=CC(=NC=C1)C(F)(F)F)C=1C(=CC=C2C=NN(C12)C)OC)C